[OH-].C(CC)[N+](CCC)(CCC)CCC dipropyldipropylammonium hydroxide